N-[7-[2-(3-methyl-3-azabicyclo[3.1.0]hexane-1-yl)ethynyl]-4-[3-methyl-4-([1,2,4]triazolo[1,5-a]pyridin-7-yloxy)anilino]quinazolin-6-yl]prop-2-enamide CN1CC2(CC2C1)C#CC1=C(C=C2C(=NC=NC2=C1)NC1=CC(=C(C=C1)OC1=CC=2N(C=C1)N=CN2)C)NC(C=C)=O